Ethyl N-(tert-butoxycarbonyl)-N-(2-methoxyethyl)glycinate {ethyl N-(tert-butoxycarbonyl)-N-(2-methoxyethyl)glycinate} C(C)C(N(CCOC)C(=O)OC(C)(C)C)C(=O)O.C(C)(C)(C)OC(=O)N(CC(=O)OCC)CCOC